R-5-[[4-[1-(2-amino-2-phenyl-acetyl)-4-piperidinyl]phenyl]sulfonylamino]thiazole-4-carboxylic acid N[C@@H](C(=O)N1CCC(CC1)C1=CC=C(C=C1)S(=O)(=O)NC1=C(N=CS1)C(=O)O)C1=CC=CC=C1